5-(2-fluoro-4-(trifluoromethyl)phenyl)-4-methyl-N-((1-methylpyrrolidin-3-yl)methyl)pyrimidin-2-amine, formate salt C(=O)O.FC1=C(C=CC(=C1)C(F)(F)F)C=1C(=NC(=NC1)NCC1CN(CC1)C)C